1-(2-(2-aminoethoxy)-4-fluorophenyl)-3-(2-bromo-6-methoxypyridin-3-yl)-6-(trifluoromethyl)-2,3-dihydro-quinazolin-4(1H)-one NCCOC1=C(C=CC(=C1)F)N1CN(C(C2=CC(=CC=C12)C(F)(F)F)=O)C=1C(=NC(=CC1)OC)Br